(2S,3S)-3-METHYL-4-PENTENE-2-SULFONAMIDE C[C@H]([C@H](C)S(=O)(=O)N)C=C